1-[(3S)-4-(3-chloro-4-fluoro-phenyl)-3-methyl-piperazin-1-yl]prop-2-en-1-one ClC=1C=C(C=CC1F)N1[C@H](CN(CC1)C(C=C)=O)C